3-chloro-N-(3-methyloxetan-3-yl)-4-piperazin-1-yl-benzamide ClC=1C=C(C(=O)NC2(COC2)C)C=CC1N1CCNCC1